methyl 4-fluoro-5,6-dimethyl-1H-pyrrolo[2,3-b]pyridine-2-carboxylate FC1=C2C(=NC(=C1C)C)NC(=C2)C(=O)OC